8-((1S,2S,4R)-bicyclo[2.2.1]hept-2-yl)-2-(1-(methylsulfonyl)piperidin-4-ylamino)-7-oxo-7,8-dihydropyrido[2,3-d]pyrimidine-6-carbonitrile [C@H]12[C@H](C[C@H](CC1)C2)N2C(C(=CC1=C2N=C(N=C1)NC1CCN(CC1)S(=O)(=O)C)C#N)=O